C(#N)C1CC2(C1)C[C@H](N(CC2)CC2=C1C=CNC1=C(C=C2C2CC2)C)C2=CC=C(C(=O)NC1(CC1)C(=O)O)C=C2 1-(4-((2R,4s,6S)-2-cyano-7-((5-cyclopropyl-7-methyl-1H-indol-4-yl)methyl)-7-azaspiro[3.5]nonan-6-yl)benzamido)cyclopropane-1-carboxylic acid